C(C)(=O)[O-].C(C)(=O)[O-].C(C)(=O)[O-].C(C)(=O)[O-].[Rh+2].[Rh+2] dirhodium(II) tetraacetate